3-(1H-pyrrolo[2,3-b]pyridin-5-yl)-N-(4-(trifluoromethyl)phenyl)pyrazolo[1,5-a]pyridine-5-carboxamide N1C=CC=2C1=NC=C(C2)C=2C=NN1C2C=C(C=C1)C(=O)NC1=CC=C(C=C1)C(F)(F)F